cyclobutylmethyl ((2-(2,6-dioxopiperidin-3-yl)-3-oxoisoindolin-5-yl)methyl)carbamate O=C1NC(CCC1N1CC2=CC=C(C=C2C1=O)CNC(OCC1CCC1)=O)=O